ClC1=C(C(N(C(N1CC#CC1=CC(=CC=C1)O)=O)C)=O)NC(CCC=1C=C(C=CC1)C)=O N-(6-chloro-1-(3-(3-hydroxyphenyl)prop-2-yn-1-yl)-3-methyl-2,4-dioxo-1,2,3,4-tetrahydropyrimidin-5-yl)-3-(m-tolyl)propanamide